O1COC(=C1)C#N [1,3]dioxole-4-nitrile